F/C=C(\CN)/COC1=CC(=C(C=C1)S(=O)(=O)CC1CCOCC1)F (E)-3-fluoro-2-((3-fluoro-4-(((tetrahydro-2H-pyran-4-yl)methyl)sulfonyl)phenoxy)methyl)prop-2-en-1-amine